dimethyl-bis(2-methylinden-1-yl)silane C[Si](C1C(=CC2=CC=CC=C12)C)(C1C(=CC2=CC=CC=C12)C)C